sodium silicon (oxy)sulfide O=S.[Si].[Na]